C(C)CC(COC(C)COC(C)CO)O ethyl-tripropylene glycol